NC1=NC(=C2N=CN(C2=N1)CC1=C(C=CC=C1F)F)C=1C=C(C#N)C=CC1 3-(2-amino-9-(2,6-difluorobenzyl)-9H-purin-6-yl)-benzonitrile